6-(4-methyl-1,2,4-triazol-3-yl)-8-[4-(2-tetrahydropyran-4-yloxyethoxy)phenoxy]imidazo[1,5-a]pyridine CN1C(=NN=C1)C=1C=C(C=2N(C1)C=NC2)OC2=CC=C(C=C2)OCCOC2CCOCC2